ethyl 3-[[(4-chloro-1-{[2-(trimethylsilyl)ethoxy]methyl}-1H-pyrrolo[2,3-b]pyridin-5-yl)methyl] (2,6-difluoro-3,5-dimethoxyphenyl)amino]-3-oxopropanoate ClC1=C2C(=NC=C1CN(C(CC(=O)OCC)=O)C1=C(C(=CC(=C1F)OC)OC)F)N(C=C2)COCC[Si](C)(C)C